p-(8-Chloro-1-hydroxy-1,2-dihydro-2,3,7-triaza-1-bora-2-naphthyl)benzonitrile ClC=1N=CC=C2C=NN(B(C12)O)C1=CC=C(C#N)C=C1